CC1COC1 (3-methyl)oxetane